1-(2,6-dichloropyridin-4-yl)-3-methylcyclobutane-1-carboxylic acid methyl ester COC(=O)C1(CC(C1)C)C1=CC(=NC(=C1)Cl)Cl